C(C)(=O)C1=CC(=CC=2NC(COC21)=O)OCC2=CC=CC=C2 8-acetyl-6-(phenylmethoxy)-4H-1,4-Benzoxazin-3-one